5-(2-ethoxypyridin-3-yl)-3-[2-(2-propan-2-ylpyrrolo[2,3-b]pyridin-1-yl)ethyl]-1,2,4-oxadiazole C(C)OC1=NC=CC=C1C1=NC(=NO1)CCN1C(=CC=2C1=NC=CC2)C(C)C